2-(3-Chloro-2-trifluoromethylphenyl)-2-fluoro-propionic acid ClC=1C(=C(C=CC1)C(C(=O)O)(C)F)C(F)(F)F